4-(3-benzyl-1-(4-isobutoxybenzyl)-1H-pyrazol-5-yl)-1-methylpiperidine C(C1=CC=CC=C1)C1=NN(C(=C1)C1CCN(CC1)C)CC1=CC=C(C=C1)OCC(C)C